N=1C=CN2C1N=CC(=C2)C2=CNC=1N=C(N=CC12)NC1CC(C1)(C)NC(C)=O N-((1r,3r)-3-((5-(imidazo[1,2-a]pyrimidin-6-yl)-7H-pyrrolo[2,3-d]pyrimidin-2-yl)amino)-1-methylcyclobutyl)acetamide